1-(1H-benzo[d]imidazol-5-yl)-5-(4-(3-methoxypropyl)phenyl)imidazolidin-2-one N1C=NC2=C1C=CC(=C2)N2C(NCC2C2=CC=C(C=C2)CCCOC)=O